zinc palmitoate C(CCCCCCCCCCCCCCC)(=O)[O-].[Zn+2].C(CCCCCCCCCCCCCCC)(=O)[O-]